ethyl 3-bromo-3,3-difluoropropionate BrC(CC(=O)OCC)(F)F